ICS(C([O-])=O)CC S-ethyl O-(iodomethyl)thiocarbonate